N-(1-((1s,3s)-3-ethoxycyclobutyl)-3-(thiazol-2-yl)-1H-pyrazol-4-yl)-5-(1H-pyrazol-4-yl)furan-2-carboxamide, Formic Acid Salt C(=O)O.C(C)OC1CC(C1)N1N=C(C(=C1)NC(=O)C=1OC(=CC1)C=1C=NNC1)C=1SC=CN1